N-[2-(2-{[tert-Butyl(dimethyl)silyl]oxy}ethyl)-6-(hydroxymethyl)-2H-indazol-5-yl]-6-(trifluoromethyl)pyridine-2-carboxamide [Si](C)(C)(C(C)(C)C)OCCN1N=C2C=C(C(=CC2=C1)NC(=O)C1=NC(=CC=C1)C(F)(F)F)CO